sulfonylsuccinic acid disodium [Na].[Na].S(=O)(=O)=C(C(=O)O)CC(=O)O